4-{9-[Methyl-(7H-pyrrolo[2,3-d]pyrimidin-4-yl)-amino]-3-aza-spiro[5.5]undecane-3-carbonyl}-cyclohexanone CN(C1CCC2(CCN(CC2)C(=O)C2CCC(CC2)=O)CC1)C=1C2=C(N=CN1)NC=C2